ClC=1C=CC(=C(C1)C1=CC(=CN=N1)NC1=CC=NC2=CC(=CC=C12)OCCN1CCN(CC1)CCNS(=O)(=O)C)F N-[2-(4-{2-[(4-{[6-(5-Chloro-2-Fluorophenyl)Pyridazin-4-yl]Amino}Quinolin-7-yl)Oxy]Ethyl}Piperazin-1-yl)Ethyl]Methansulfonamid